C1(CC1)C1=CC(=C(C(N1)=S)C#N)C(F)(F)F 6-cyclopropyl-4-(trifluoromethyl)-2-thioxo-1,2-dihydropyridine-3-carbonitrile